C(#C)C=1C=CC=C2C=CC=C(C12)C1=C(C=2N=C(N=C(C2C=N1)N1[C@@H](CNCC1)C)OC[C@]12CCCN2C[C@@H](C1)F)F 7-(8-ethynylnaphthalen-1-yl)-8-fluoro-2-(((2R,7aS)-2-fluorotetrahydro-1H-pyrrolizin-7a(5H)-yl)methoxy)-4-((R)-2-methylpiperazin-1-yl)pyrido[4,3-d]pyrimidine